NC(=O)OCC.NC(=O)OCC.[Na] sodium diurethane